C(#N)C=1CC=2C=CC=C3C=CC=C(C1NCCNC(C1=C(C=CC=C1)N1NCC(CCC1)C(F)(F)F)=O)C23 2-cyano-3-(2-(4-trifluoromethyldiazepanyl)benzamido)ethylaminophenalene